ClC1=CC=C(C=C1)[C@H]1N(CCCC1)CC1CCN(CC1)C1=CC(=C(C(=O)NS(=O)(=O)C2=CC(=C(C=C2)NCC2CCOCC2)[N+](=O)[O-])C=C1)OC=1C=NC=C(C1)S(=O)(=O)C 4-[4-[[(2S)-2-(4-chlorophenyl)-1-piperidyl]methyl]-1-piperidyl]-2-[(5-methylsulfonyl-3-pyridyl)oxy]-N-[3-nitro-4-(tetrahydropyran-4-ylmethylamino)phenyl]sulfonyl-benzamide